C(CC[C@@H](C(=O)O)NC(=O)C1=CC=C(NCC2=CN=C3N=C(N)NC(=O)C3=N2)C=C1)(=O)[O-].OCC[N+](C)(C)C.OCC[N+](C)(C)C.C(CC[C@@H](C(=O)O)NC(=O)C1=CC=C(NCC2=CN=C3N=C(N)NC(=O)C3=N2)C=C1)(=O)[O-] dicholine folate salt